C(C)CCC1=C(C=C(C=C1)C)C(C)C 2-ethyl-4-methyl-ethyl-2-isopropyl-benzene